(R,Z)-1-((5-(dimethylamino)-[1,1'-biphenyl]-2-yl)sulfonyl)-4-fluoro-N-(4-(methylsulfonyl)but-3-en-2-yl)piperidine-4-carboxamide CN(C=1C=CC(=C(C1)C1=CC=CC=C1)S(=O)(=O)N1CCC(CC1)(C(=O)N[C@H](C)\C=C/S(=O)(=O)C)F)C